C(C1=CC=CC=C1)OC[C@@H]1CN(S(O1)(=O)=O)C(=O)OC(C)(C)C (S)-tert-butyl 5-((benzyloxy)methyl)-1,2,3-oxathiazolidine-3-carboxylate 2,2-dioxide